BrC=1C(=CC2=C(CCO2)C1OCOCC[Si](C)(C)C)CO [5-bromo-4-(2-trimethylsilyl-ethoxymethoxy)-2,3-dihydrobenzofuran-6-yl]methanol